((4-((4-([1,2,4]triazolo[1,5-a]pyridin-7-yloxy)-3-methylphenyl)amino)-8,9-Dihydrofuro[2,3-h]quinazolin-6-yl)oxy)-8-azabicyclo[3.2.1]octane-8-carboxylic acid tert-butyl ester C(C)(C)(C)OC(=O)N1C2(CCCC1CC2)OC=2C=C1C(=NC=NC1=C1C2OCC1)NC1=CC(=C(C=C1)OC1=CC=2N(C=C1)N=CN2)C